BrC1=C(C(=CC=C1)F)N1CCC(CC1)O 1-(2-bromo-6-fluoro-phenyl)piperidin-4-ol